N1N=NC2=NN=CC=C12 pentaazaindene